NC=1C(=NC(=CN1)C1=NC(=CC=C1C(F)(F)F)C1CC1)C(=O)NC1=NC=CC=C1N1CCC(CC1)(C)N 3-Amino-N-(3-(4-amino-4-methylpiperidin-1-yl)pyridin-2-yl)-6-(6-cyclopropyl-3-(trifluoromethyl)pyridin-2-yl)pyrazin-2-carboxamid